2-[(8-benzyloxy-1-methyl-6-nitro-2-oxo-3-quinolyl)oxy]-N-methyl-acetamide C(C1=CC=CC=C1)OC=1C=C(C=C2C=C(C(N(C12)C)=O)OCC(=O)NC)[N+](=O)[O-]